(R)-4-(6-cyclopropylpyridin-3-yl)-5-((2,2-difluorocyclopropyl)methyl)-2-(2-methyl-2H-indazol-5-yl)-3-oxo-3,5-dihydro-2H-pyrrolo[3,2-c]pyridazine-7-carbonitrile C1(CC1)C1=CC=C(C=N1)C1=C2C(=NN(C1=O)C1=CC3=CN(N=C3C=C1)C)C(=CN2C[C@@H]2C(C2)(F)F)C#N